1,1,2-trifluoropropylene FC(=C(C)F)F